BrC=1C=CC=C2CCC(CC12)=NOCC 8-bromo-N-ethoxy-tetralin-2-imine